N-(6-(7-(dimethylamino)-5-ethyl-6-fluoro-1H-indazol-4-yl)imidazo[1,2-a]pyrazin-2-yl)-2-fluorocyclopropane-1-carboxamide CN(C=1C(=C(C(=C2C=NNC12)C=1N=CC=2N(C1)C=C(N2)NC(=O)C2C(C2)F)CC)F)C